COC(=O)C1=CC2=C(N=C(N2CC2OCC2)CCl)S1 2-(chloromethyl)-1-(oxetan-2-ylmethyl)-1H-thieno[2,3-d]Imidazole-5-carboxylic acid methyl ester